2-(3-(N,N-bis(4-methoxybenzyl)sulfamoyl)-5-(2-hydroxypropan-2-yl)phenyl)acetic acid tert-butyl ester C(C)(C)(C)OC(CC1=CC(=CC(=C1)C(C)(C)O)S(N(CC1=CC=C(C=C1)OC)CC1=CC=C(C=C1)OC)(=O)=O)=O